COC=1C=C(C=CC1CN1N=CN=C1)C1=NOC(=N1)C(F)(F)F 3-[3-methoxy-4-(1,2,4-triazol-1-ylmethyl)phenyl]-5-(trifluoromethyl)-1,2,4-oxadiazole